ClC=1C=C(C=CC1)[C@@H](C(=O)N1[C@@H]2CC([C@H]([C@@H]1C(=O)N[C@H](C[C@@H]1C(NCC1)=O)C#N)CC2)(F)F)O (1S,3R,4S)-2-((S)-2-(3-chlorophenyl)-2-hydroxyacetyl)-N-((R)-1-cyano-2-((R)-2-oxopyrrolidin-3-yl)ethyl)-5,5-difluoro-2-azabicyclo[2.2.2]octane-3-carboxamide